N-(4-{1-[(2,3-difluorophenyl)carbonyl]piperidin-4-yl}butyl)thieno[2,3-c]pyridine-2-carboxamide FC1=C(C=CC=C1F)C(=O)N1CCC(CC1)CCCCNC(=O)C1=CC=2C(=CN=CC2)S1